FC=1C=NN(C1)C=1C=CC=C(C1)O 5-(4-fluoro-1H-pyrazol-1-yl)phenol